CN(CCC(=O)NC1=CC(=C(OC=2C=C(C=C(C2)C)C=2C3=C(C(N(C2)C)=O)NC(=C3)C(=O)NCC)C(=C1)C)C)C 4-(3-(4-(3-(dimethylamino)propanamido)-2,6-dimethylphenoxy)-5-methylphenyl)-N-ethyl-6-methyl-7-oxo-6,7-dihydro-1H-pyrrolo[2,3-c]pyridine-2-carboxamide